dimethyl (2S,4S)-2-(2-azidoethoxy)-4-((tert-butoxycarbonyl)amino)pentanedioate N(=[N+]=[N-])CCO[C@H](C(=O)OC)C[C@@H](C(=O)OC)NC(=O)OC(C)(C)C